CC1(OB(OC1(C)C)C=1C=NN(C1)CC1=CC=C(C=C1)C(F)(F)F)C 4-(4,4,5,5-tetramethyl-1,3,2-dioxaborolan-2-yl)-1-(4-(trifluoromethyl)benzyl)-1H-pyrazole